O1COC(=C1)C1=NC(=NN1)C(=O)N [1,3-dioxol-4-yl]-1,2,4-triazole-3-carboxamide